FC=1C(=CC(=C(C1)N1C(C=CC2=CC(=CC=C12)S(=O)(=O)NC1=NOC=C1)=O)OC)SCC(F)(F)F (P)-1-(5-fluoro-2-methoxy-4-((2,2,2-trifluoroethyl)thio)phenyl)-N-(isoxazol-3-yl)-2-oxo-1,2-dihydroquinoline-6-sulfonamide